CC=1C(=NC=C(N1)B1OC(C(O1)(C)C)(C)C)OCC(C)(OC1OCCCC1)C 3-methyl-2-[2-methyl-2-(oxan-2-yloxy)propoxy]-5-(4,4,5,5-tetramethyl-1,3,2-dioxaborolan-2-yl)pyrazine